3-(4-cyanophenyl)-N-((2S)-2,5-diamino-4-hydroxypentyl)-7-fluoro-1H-indole-2-carboxamide hydrogen chloride salt Cl.C(#N)C1=CC=C(C=C1)C1=C(NC2=C(C=CC=C12)F)C(=O)NC[C@H](CC(CN)O)N